N1-(4-amino-1,3-dihydrofuro[3,4-c]pyridin-7-yl)-N2-(benzo[d]thiazol-5-ylmethyl)-N2-(cyclopropyl(tetrahydro-2H-pyran-4-yl)methyl)oxalamide NC1=NC=C(C2=C1COC2)NC(C(=O)N(C(C2CCOCC2)C2CC2)CC=2C=CC1=C(N=CS1)C2)=O